N-Ethyl-3-(1H-indazol-5-yl)-5-(trifluoromethyl)imidazo[4,5-b]pyridin C(C)N1CN(C2=NC(=CC=C21)C(F)(F)F)C=2C=C1C=NNC1=CC2